5-((3,5-dimethoxyphenyl)ethynyl)-6-iodo-7-methyl-7H-pyrrolo[2,3-d]pyrimidin-4-amine COC=1C=C(C=C(C1)OC)C#CC1=C(N(C=2N=CN=C(C21)N)C)I